C1(CCCC1)OCC1=CC(=C(C(=C1)C(C)C)CC(=O)N=S(=O)(C1=CN=C(S1)C(C)(C)O)NC(OC(C)(C)C)=O)C(C)C tert-butyl (N-(2-(4-((cyclopentyloxy)methyl)-2,6-diisopropylphenyl)acetyl)-2-(2-hydroxypropan-2-yl)thiazole-5-sulfonimidoyl)carbamate